C(C)S(=O)(=O)C=1C(=NC(=CC1)N1N=CN=C1)C=1C=NC=2N(C1)N=C(N2)C(F)(F)F 6-(3-(ethylsulfonyl)-6-(1H-1,2,4-triazol-1-yl)pyridin-2-yl)-2-(trifluoromethyl)-[1,2,4]triazolo[1,5-a]pyrimidine